N-(5-((4-Ethylpiperazin-1-yl)methyl)pyridin-2-yl)-5-fluoro-4-(8-fluoro-4-(2-fluoropropan-2-yl)-2-methylquinolin-6-yl)pyrimidin-2-amine C(C)N1CCN(CC1)CC=1C=CC(=NC1)NC1=NC=C(C(=N1)C=1C=C2C(=CC(=NC2=C(C1)F)C)C(C)(C)F)F